Chloro-cresol ClC1=C(C(=CC=C1)O)C